4-(((((1R,2S,5R)-2-carbamoyl-7-oxo-1,6-diazabicyclo[3.2.1]octan-6-yl)oxy)sulfonyl)oxy)-3,3-dimethylbutyl 2,6-dimethylbenzoate CC1=C(C(=O)OCCC(COS(=O)(=O)ON2[C@@H]3CC[C@H](N(C2=O)C3)C(N)=O)(C)C)C(=CC=C1)C